(S)-Methyl 3-(5-(4-((5-bromopyridin-2-yl)oxy)phenyl)-2H-tetrazol-2-yl)-2-((tert-butoxycarbonyl)amino)propanoate BrC=1C=CC(=NC1)OC1=CC=C(C=C1)C=1N=NN(N1)C[C@@H](C(=O)OC)NC(=O)OC(C)(C)C